COC(=O)C1NCCN(C1)CCC(NC1=NC=CC(=C1)NC1=C(N=NC(=C1)C1=C(C=CC(=C1)Cl)F)C)=O 4-{2-[(4-{[6-(5-chloro-2-fluorophenyl)-3-methylpyridazin-4-yl]amino}pyridin-2-yl)carbamoyl]ethyl}piperazine-2-carboxylic acid methyl ester